O(I)I.[Bi].[Bi] bismuth-bismuth oxyiodide